3-amino-N-(4-anilinophenyl)-N-isopropylbutyramide NC(CC(=O)N(C(C)C)C1=CC=C(C=C1)NC1=CC=CC=C1)C